ClC1=CC=C(C=C1)[C@@]1(N(C(C2=CC(=CC=C12)C(C)(C)O)=O)CC1=NC=C(C=C1)Cl)OCC1(CC1)O (3R)-3-(4-chlorophenyl)-2-[(5-chloropyridin-2-yl)methyl]-3-[(1-hydroxycyclopropyl)methoxy]-6-(2-hydroxypropan-2-yl)-2,3-dihydro-1H-isoindol-1-one